COC=1C(=C(C(=CC1)C)C1=NC(=CC2=C1N=CN=C2N)C2=CC=NC=C2)C (S)-8-(3-methoxy-2,6-dimethylphenyl)-6-(pyridin-4-yl)pyrido[3,4-d]pyrimidin-4-amine